OC1=C(C=CC(=C1)OCOC)C(\C=C\C=1C=CC2=C(C=CC(O2)(C)C)C1)=O (2E)-1-[2-Hydroxy-4-(methoxymethoxy)phenyl]-3-(2,2-dimethyl-2H-1-benzopyran-6-yl)-2-propene-1-one